ClC=1C=C(C(=NC1)C=1CCCC2=C(C1C1=CC=C(C=C1)CC1CN(C1)CCCF)C=CC(=C2)C(=O)O)C(F)(F)F 8-(5-chloro-3-(trifluoromethyl)pyridin-2-yl)-9-(4-((1-(3-fluoropropyl)azetidin-3-yl)methyl)phenyl)-6,7-dihydro-5H-benzo[7]annulene-3-carboxylic acid